CN1N=C(C(=C1)Cl)C 1,3-dimethyl-4-pyrazolyl chloride